2-((difluoro(phenyl)methyl)sulfonyl)pyridine FC(S(=O)(=O)C1=NC=CC=C1)(C1=CC=CC=C1)F